N-[5-[4-[(6-cyanopyrazin-2-yl)amino]cyclohexoxy]-7-morpholino-1,6-naphthyridin-3-yl]methanesulfonamide C(#N)C1=CN=CC(=N1)NC1CCC(CC1)OC1=C2C=C(C=NC2=CC(=N1)N1CCOCC1)NS(=O)(=O)C